NCC(O)C(=O)O isoserin